1-(tert-butyl)-4-(3-chlorobenzoyl)-N-(4-(5-ethyl-1,2,4-oxadiazol-3-yl)phenethyl)-1H-pyrazole-5-carboxamide C(C)(C)(C)N1N=CC(=C1C(=O)NCCC1=CC=C(C=C1)C1=NOC(=N1)CC)C(C1=CC(=CC=C1)Cl)=O